[(7R,9aR)-7-phenyl-1,3,4,6,7,8,9,9a-octahydropyrido[1,2-a]pyrazin-2-yl]-(1-methylindol-4-yl)methanone C1(=CC=CC=C1)[C@H]1CC[C@H]2N(CCN(C2)C(=O)C2=C3C=CN(C3=CC=C2)C)C1